CC12CC3(CC(CC(C1)(C3)C)C2)NCC=2C=C(CSC3=C1CN(C(C1=CC=C3)=O)C3C(NC(CC3)=O)=O)C=CC2 3-(4-((3-(((3,5-dimethyladamantan-1-yl)amino)methyl)benzyl)thio)-1-oxoisoindolin-2-yl)piperidine-2,6-dione